N-{2-methoxy-6-[4-(propan-2-yl)piperazin-1-yl]phenyl}-4-methyl-4-[5-(trifluoromethyl)-1,2,4-oxaDiazol-3-yl]piperidine-1-carboxamide COC1=C(C(=CC=C1)N1CCN(CC1)C(C)C)NC(=O)N1CCC(CC1)(C1=NOC(=N1)C(F)(F)F)C